ethyl 7-cyclobutyl-2-methoxyquinoline-3-carboxylate C1(CCC1)C1=CC=C2C=C(C(=NC2=C1)OC)C(=O)OCC